FC(OC=1C=C(C=CC1F)C=1C=C2C(=NC1)C=NN2CC(=O)N2C[C@@H](CC2)F)F (R,S)-2-[6-[3-(Difluoromethoxy)-4-fluoro-phenyl]pyrazolo[4,3-b]pyridin-1-yl]-1-(3-fluoropyrrolidin-1-yl)ethanone